CC(C(CC)C)O 1,2-dimethylbutanol